C(C1=CC=CC=C1)OC1=NC(=CC=C1NCC1=C(C(=O)OC)C=C(C(=C1)Br)F)OCC1=CC=CC=C1 Methyl 2-(((2,6-bis(benzyloxy)pyridin-3-yl)amino)methyl)-4-bromo-5-fluorobenzoate